6-[[2-[[2-(2,6-dioxo-3-piperidyl)-1-oxo-isoindolin-4-yl]amino]acetyl]amino]hexanoic acid O=C1NC(CCC1N1C(C2=CC=CC(=C2C1)NCC(=O)NCCCCCC(=O)O)=O)=O